1-[2-(4-chloro-2-hydroxy-6-methyl-phenyl)-1-methyl-imidazo[4,5-b]pyrazine-5-yl]piperidin-4-ol ClC1=CC(=C(C(=C1)C)C1=NC=2C(=NC=C(N2)N2CCC(CC2)O)N1C)O